4-((1-(3-(difluoromethyl)-2-fluorophenyl)prop-2-yn-1-yl)amino)-6-(1-(difluoromethyl)cyclopropyl)-8-fluoro-2-methylpyrido[4,3-d]pyrimidin-7(6H)-one FC(C=1C(=C(C=CC1)C(C#C)NC=1C=2C(N=C(N1)C)=C(C(N(C2)C2(CC2)C(F)F)=O)F)F)F